O.O.[Ru](Cl)Cl.N1=C(C=CC=C1)C1=NC=CC=C1.N1=C(C=CC=C1)C1=NC=CC=C1 di(2,2'-bipyridine) ruthenium dichloride dihydrate